C(C)CC(CC(=O)OC(C)C)=O.C(C)CC(CC(=O)OC(C)C)=O di-isopropyl bis(ethyl acetoacetate)